2,4-dimethyl-5-(methyl-d3)-4,5-dihydro-2H-[1,2,3]triazolo[4,5-c][1,7]naphthyridin-6-amine CN1N=C2C(C(N(C3=C(N=CC=C23)N)C([2H])([2H])[2H])C)=N1